4-sulfotetrafluorophenol sodium salt [Na+].S(=O)(=O)([O-])C1=C(C(=C(C(=C1F)F)O)F)F